C(C1=CC=CC=C1)C(CCNCCC)N benzyl-N'-propyl-propane-1,3-diamine